(R)-N-(5-(5-ethyl-1,2,4-oxadiazol-3-yl)-2,3-dihydro-1H-inden-1-yl)-3-methylpyridazine-4-carboxamide C(C)C1=NC(=NO1)C=1C=C2CC[C@H](C2=CC1)NC(=O)C1=C(N=NC=C1)C